S(=O)(=O)(C1=CC=C(C)C=C1)C(C1=C(C=CC=C1F)F)[N+]#[C-] TOSYL-(2,6-DIFLUOROBENZYL)ISOCYANIDE